C(C1=CC=CC=C1)OC1=C(C(=CC(=C1C)O)O)C(=O)N1CC2=CC=CC(=C2C1)Br (2-(benzyloxy)-4,6-dihydroxy-3-methylphenyl)(4-bromoisoindolin-2-yl)methanone